C(#N)C1=CC=C(C=N1)C1=NC2=CC=CC=C2C(=C1)[C@@H](C)NC(C1=C(C=CC(=C1)OCCN(C)C)C)=O (R)-N-(1-(2-(6-cyanopyridin-3-yl)quinolin-4-yl)ethyl)-5-(2-(dimethylamino)ethoxy)-2-methylbenzamide